4-[4-[(2S)-2-amino-2-carboxy-ethyl]phenyl]benzoic acid N[C@@H](CC1=CC=C(C=C1)C1=CC=C(C(=O)O)C=C1)C(=O)O